Tert-Butyl 2-methyl-3-(4,4,5,5-tetramethyl-1,3,2-dioxaborolan-2-yl)-1H-pyrrolo[2,3-b]pyridine-1-carboxylate CC1=C(C=2C(=NC=CC2)N1C(=O)OC(C)(C)C)B1OC(C(O1)(C)C)(C)C